1-(3-(pentafluoro-λ6-sulfanyl)phenyl)piperazine FS(C=1C=C(C=CC1)N1CCNCC1)(F)(F)(F)F